C(#N)C1=C(C=C(C=C1)NC([C@@](CN1N=CC(=C1)C(=O)NC(OC(C)(C)C)=O)(C)O)=O)C(F)(F)F (S)-tert-Butyl (1-(3-((4-cyano-3-(trifluoromethyl)phenyl)amino)-2-hydroxy-2-methyl-3-oxopropyl)-1H-pyrazole-4-carbonyl)carbamate